COC(=O)C1=CN(C(C(=C1)C(NC)=O)=O)CC1=CC(=CC=C1)OCCO 1-(3-(2-hydroxyethoxy)benzyl)-5-(methylcarbamoyl)-6-oxo-1,6-dihydropyridine-3-carboxylic acid methyl ester